CS(=O)(=O)C[C@H]1OCCN(C1)C=1C=C2C(=CC=NC2=CC1)C(=O)OC(C)(C)C tert-Butyl (S)-6-(2-((methylsulfonyl)methyl)morpholino)quinoline-4-carboxylate